C1(C=CC(N1CC1(CCCC(C1)(C)C)C)=O)=O 3-maleimidomethyl-3,5,5-trimethylcyclohexane